Cl.O[C@H]1C[C@@H](NC1)C(=O)OC (2R,4S)-methyl 4-hydroxypyrrolidine-2-carboxylate hydrochloride